CC1=NC(=NO1)C=1C=C2CCC(C2=CC1)NC(=O)NC=1C=NC=CC1 1-(5-(5-methyl-1,2,4-oxadiazol-3-yl)-2,3-dihydro-1H-inden-1-yl)-3-(pyridin-3-yl)urea